N1=C(C=CC=C1OC=1C=CC(=C(C1)O)F)C=1C=NC=CC1 5-([2,3'-bipyridin]-6-yloxy)-2-fluorophenol